FC(C1=CC(=NC(=C1)C(F)(F)F)NCC(=O)N1CC=2N(CC1)C=NC2)(F)F 2-((4,6-bis(trifluoromethyl)pyridin-2-yl)amino)-1-(5,6-dihydroimidazo[1,5-a]pyrazin-7(8H)-yl)ethan-1-one